ethyl 2-(5-bromo-4-isobutoxy-3-isopropyl-6-oxopyridazin-1(6H)-yl)acetate BrC1=C(C(=NN(C1=O)CC(=O)OCC)C(C)C)OCC(C)C